Cl.Cl.COCCOC.[Ni] nickel 1,2-dimethoxyethane dihydrochloride